N-(2-((2-((5-amino-2-methoxy-4-(4-(4-methylpiperazin-1-yl)piperidin-1-yl)phenyl)amino)-5-chloropyrimidin-4-yl)amino)phenyl)-N-methylmethanesulfonamide NC=1C(=CC(=C(C1)NC1=NC=C(C(=N1)NC1=C(C=CC=C1)N(S(=O)(=O)C)C)Cl)OC)N1CCC(CC1)N1CCN(CC1)C